C(C)N1C(CC[C@@]2(C3C(CC=C12)C1CC[C@@H]([C@]1(C[C@]3([2H])O)C)C(C)([2H])O)C)=O (4aR,5S,6aS,7S)-1-ethyl-5-hydroxy-7-(1-hydroxyethyl-1-d)-4a,6a-dimethyl-1,3,4,4a,4b,5,6,6a,7,8,9,9a,9b,10-tetradecahydro-2H-indeno-[5,4-f]quinolin-2-one-5-d